ClC1=NC=CC2=C1N=C(N=C2)NC2=C(C=C(C=C2)C=2C=NN(C2)CC)OC 8-chloro-N-(4-(1-ethyl-1H-pyrazol-4-yl)-2-methoxyphenyl)pyrido[3,4-d]pyrimidin-2-amine